[N+](=[N-])=CC(=O)OC(C)C1=CC=C(C=C1)C 2-(p-tolyl)-2-ethyl diazoacetate